N1N=CC=2N=CN=CC21 Pyrazolo[4,3-d]Pyrimidine